3-(4-((4-((cyclohexylamino)methyl)-2-fluorobenzyl)thio)-1-oxoisoindolin-2-yl)piperidine-2,6-dione C1(CCCCC1)NCC1=CC(=C(CSC2=C3CN(C(C3=CC=C2)=O)C2C(NC(CC2)=O)=O)C=C1)F